COC1=CC=C2C3=C(N(C2=C1)CCCCNC)C(=NC=C3)C 4-(7-methoxy-1-methyl-9H-pyrido[3,4-b]indol-9-yl)-N-methylbutan-1-amine